C(C=C(C)CCC=C(C)CCC=C(C)C)CC(C)=O (5E,9E)-farnesylacetone